C(C)(C)(C)OC(N(CCCNC(=O)OC(C)(C)C)CC(CNC(=O)OCC1=CC=CC=C1)O)=O.ClC(C)(C)C1=CC=C(C=C1)C(C)(C)Cl 1,4-bis(2-chloro-2-propyl)benzene Tert-butyl-N-[3-(benzyloxycarbonylamino)-2-hydroxy-propyl]-N-[3-(tert-butoxycarbonylamino)propyl]carbamate